FC1=C(C=CC=C1C(F)(F)F)CC(=O)NC=1C=NC(=C(C1)F)N1C=NC(=C1)C1CNC(CO1)=O 2-(2-fluoro-3-(trifluoromethyl)phenyl)-N-(5-fluoro-6-(4-(5-oxomorpholin-2-yl)-1H-imidazol-1-yl)pyridin-3-yl)acetamide